2-(2,4-dichloro-3-methylphenoxy)-N-phenylpropionamide ClC1=C(OC(C(=O)NC2=CC=CC=C2)C)C=CC(=C1C)Cl